FC1=CC=C(C=C1)N1C(=CC2=C1C=C1C=NN(C1=C2)C(C(C)(C)C)=O)C(COC)(C)C [5-(4-fluorophenyl)-6-(2-methoxy-1,1-dimethyl-ethyl)pyrrolo[2,3-f]indazol-1-yl]-2,2-dimethyl-propan-1-one